acrylic acid-methylenebisacrylamide C(C=CC(=O)N)C=CC(=O)N.C(C=C)(=O)O